[Na].C(#N)C=1C=C(CO[C@H](C(=O)OC)COC(C2=CC=CC=C2)(C2=CC=CC=C2)C2=CC=CC=C2)C=C(C1)F methyl (S)-2-((3-cyano-5-fluorobenzyl)oxy)-3-(trityloxy)propanoate Sodium